(7S,10R)-17-(2,5-dioxo-2,5-dihydro-1H-pyrrol-1-yl)-7-(hydroxymethyl)-10-isopropyl-6,9,12,16-tetraoxo-3-oxa-5,8,11,15-tetraazaheptadecanoic acid O=C1N(C(C=C1)=O)CC(NCCC(N[C@@H](C(N[C@H](C(NCOCC(=O)O)=O)CO)=O)C(C)C)=O)=O